C(C)C1=CC=C(C=C1)CC=CC1=CC=C(CC2CNC(S2)=O)C=C1 5-(4-(3-(4-ethylphenyl)prop-1-en-1-yl)benzyl)thiazolidin-2-one